CC1=NC=CC(=C1C)NC1=CC=C(C(=O)NC2=CC(=CC=C2)OC2=CC=NC=C2)C=C1 4-((2,3-dimethylpyridin-4-yl)amino)-N-(3-(pyridin-4-yloxy)phenyl)benzamide